O=C1C[C@@H](CN1)OC(=O)N1CCN(CC1)C1=NC=2N(C=C1)N=CC2C=2C(=NC=CC2)OC2CNC2 [(3S)-5-Oxopyrrolidin-3-yl]4-[3-[2-(azetidin-3-yloxy)-3-pyridyl]pyrazolo[1,5-a]pyrimidin-5-yl]piperazine-1-carboxylate